C1(CC1)CN1C=C(C2=NN(C(C(=C21)C=2C=NC(=CC2)C)=O)C2=CC1=CN(N=C1C=C2)C)C#N 5-(cyclopropylmethyl)-2-(2-methyl-2H-indazol-5-yl)-4-(6-methylpyridin-3-yl)-3-oxo-3,5-dihydro-2H-pyrrolo[3,2-c]pyridazine-7-carbonitrile